hydroxypyrenetrisulfonic acid sodium salt [Na+].OC1=C2C(=C(C(=C3C=CC4=CC=CC(=C1)C4=C32)S(=O)(=O)[O-])S(=O)(=O)[O-])S(=O)(=O)[O-].[Na+].[Na+]